NC1=C(C(NC2=C(C=CC=C12)C1=C(C=CC(=C1)OCC1=NC(=CC=C1)C#N)F)=O)C(=O)NCCC 4-Amino-8-(5-((6-cyanopyridin-2-yl)methoxy)-2-fluorophenyl)-2-oxo-N-propyl-1,2-dihydroquinoline-3-carboxamide